4-(1-(tert-butylsulfonyl)-5,5-dimethylpyrrolidin-3-yl)-7-chloro-2H-benzo[b][1,4]oxazin-3(4H)-one C(C)(C)(C)S(=O)(=O)N1CC(CC1(C)C)N1C2=C(OCC1=O)C=C(C=C2)Cl